C(#N)C=1C=CC(=C2N=CC=NC12)N1C[C@@H]([C@@H](C1)C)NC([C@H](O)C1CC1)=O (2R)-N-[(3R,4R)-1-(8-cyanoquinoxalin-5-yl)-4-methylpyrrolidin-3-yl]-2-cyclopropyl-2-hydroxyacetamide